F[C@@H]1[C@H](CNC1)NC1=CN=CC(=N1)C1=CN=C2N1C=C(C(=C2)OC)C(C)(C)O 2-(3-(6-(((3S,4S)-4-fluoropyrrolidin-3-yl)amino)pyrazin-2-yl)-7-methoxyimidazo[1,2-a]pyridin-6-yl)propan-2-ol